N1=CC(=CC=C1)CNC1=NC=NC=C1 N-(pyridin-3-ylmethyl)pyrimidin-4-amine